Cl.ClC=1C=C(C=CC1F)C=1SC=C(N1)COCCCCCCN1C[C@@H]([C@H]([C@@H]([C@H](C1)O)O)O)O (3S,4R,5R,6S)-1-(6-{[2-(3-chloro-4-fluorophenyl)-1,3-thiazol-4-yl]methoxy}hexyl)-3,4,5,6-azepanetetrol hydrochloride